tert-butyl 6-(6-amino-2-fluoro-5-(1-oxo-1,2,3,4-tetrahydroisoquinolin-6-yl)pyridin-3-yl)-4H-spiro[benzo[d][1,3]dioxine-2,4'-piperidine]-1'-carboxylate NC1=C(C=C(C(=N1)F)C1=CC2=C(OC3(CCN(CC3)C(=O)OC(C)(C)C)OC2)C=C1)C=1C=C2CCNC(C2=CC1)=O